[Na+].O1C=2C(OCC1COCCC(S(=O)(=O)[O-])C)=CSC2 3-[(2,3-dihydrothieno[3,4-b]-[1,4]dioxin-2-yl)methoxy]-1-methyl-1-propanesulfonic acid sodium salt